N1,N4-bis(2-(2-(2-(2-(4-(6,8-dichloro-2-methyl-1,2,3,4-tetrahydroisoquinolin-4-yl)phenylsulfonamido)ethoxy)ethoxy)ethoxy)-ethyl)succinamide ClC=1C=C2C(CN(CC2=C(C1)Cl)C)C1=CC=C(C=C1)S(=O)(=O)NCCOCCOCCOCCNC(CCC(=O)NCCOCCOCCOCCNS(=O)(=O)C1=CC=C(C=C1)C1CN(CC2=C(C=C(C=C12)Cl)Cl)C)=O